(2R,3R,3aR,11aS)-2-hydroxy-3-[(1E,3ξ)-3-hydroxy-3-(1-phenylcyclopropyl)-1-propen-1-yl]-1,2,3,3a,4,5,6,11a-octahydrobenzo[b]cyclopenta[g]oxocine-9-carboxylic acid O[C@@H]1C[C@H]2[C@H](CCCC3=C(O2)C=C(C=C3)C(=O)O)[C@H]1\C=C\C(C1(CC1)C1=CC=CC=C1)O